The molecule is a member of the class of benzoic acids that is salicylic acid which is substituted at position 6 by a methyl group and at position 4 by a 3-hydroxy-5-methylphenoxy group. It has a role as a metabolite. It is a member of benzoic acids, an aromatic ether and a member of phenols. CC1=CC(=CC(=C1)OC2=CC(=C(C(=C2)C)C(=O)O)O)O